(E)-N-(4-(1-(4-(1-(7-((2-(2,6-dioxopiperidin-3-yl)-1,3-dioxoisoindolin-4-yl)oxy)heptanoyl)piperidin-4-yl)benzoyl)piperidin-4-yl)butyl)-3-(pyridin-3-yl)acrylamide O=C1NC(CCC1N1C(C2=CC=CC(=C2C1=O)OCCCCCCC(=O)N1CCC(CC1)C1=CC=C(C(=O)N2CCC(CC2)CCCCNC(\C=C\C=2C=NC=CC2)=O)C=C1)=O)=O